OC1=CC=2C(CN(C2)C(=O)[O-])=C1 (3ar,5s,6as)-5-hydroxycyclopenta[c]pyrrole-2(1H)-carboxylate